2,6-diisopropylaniline hafnium [Hf].C(C)(C)C1=C(N)C(=CC=C1)C(C)C